4-methoxy-2,2-dimethyl-N-phenethylpiperidine-1-carboxamide COC1CC(N(CC1)C(=O)NCCC1=CC=CC=C1)(C)C